C(C)(=O)[O-].C(C1=CC=CC=C1)[N+](CC(C)O)(C)C benzyl-dimethyl-(2-hydroxypropyl)ammonium acetate